trans-N-(2-(4-((3,5-dimethylmorpholinyl)methyl)piperidin-1-yl)-3-fluorophenyl)-4-(methylsulfonyl)benzenesulfonamide C[C@@H]1N([C@H](COC1)C)CC1CCN(CC1)C1=C(C=CC=C1F)NS(=O)(=O)C1=CC=C(C=C1)S(=O)(=O)C